BrCC(=O)C=1SC(=CN1)CNC(C(C)(C)C)=O N-((2-(2-bromoacetyl)thiazol-5-yl)methyl)pivalamide